CN1N=C(C=C1C=1N=CC2=C(NC3=C(C=C(C=C23)C(=O)N)OC)N1)C 2-(1,3-dimethyl-1H-pyrazol-5-yl)-8-methoxy-9H-pyrimido[4,5-b]Indole-6-amide